1-(4-((6-amino-5-cyanopyrimidin-4-yl)oxy)-2-fluorophenyl)-3-(3-cyclopropyl-1-(4-methoxyphenyl)-1H-pyrazol-5-yl)urea NC1=C(C(=NC=N1)OC1=CC(=C(C=C1)NC(=O)NC1=CC(=NN1C1=CC=C(C=C1)OC)C1CC1)F)C#N